BrC=1C=NC(=NC1)N1CCC(CC1)C=1C=CC(=NC1)OCCN1[C@@H](C(N(CC1)C)=O)C (R)-4-{2-[(5-(1-(5-bromopyrimidin-2-yl)piperidin-4-yl)pyridin-2-yl)oxy]ethyl}-1,3-dimethylpiperazin-2-one